tellurium-tin-lead [Pb].[Sn].[Te]